CC(=CC=O)CCC=C(C)C trans-3,7-dimethyl-2,6-octadien-1-aldehyde